ClC1=C(C=CC=C1)C=1N(C2=NC(=NC(=C2N1)C=1C=NC(=CC1)C(F)(F)F)SC)C1=CC=C(C=C1)Cl 8-(2-chlorophenyl)-9-(4-chlorophenyl)-2-(methylsulfanyl)-6-(6-(trifluoromethyl)pyridin-3-yl)-9H-purine